(2S,4R)-1-((S)-2-(1-fluorocyclopropanecarboxamido)-3,3-dimethylbutanoyl)-4-hydroxy-N-(4-(4-methylthiazol-5-yl)-2-((4-oxocyclohexyl)oxy)benzyl)pyrrolidine-2-carboxamide FC1(CC1)C(=O)N[C@H](C(=O)N1[C@@H](C[C@H](C1)O)C(=O)NCC1=C(C=C(C=C1)C1=C(N=CS1)C)OC1CCC(CC1)=O)C(C)(C)C